3-(6-(2-((1H-Pyrazol-1-yl)methyl)piperidin-1-yl)-1-methyl-1H-pyrazolo[4,3-c]pyridin-3-yl)-2,6-difluoro-5-(trifluoromethyl)phenol N1(N=CC=C1)CC1N(CCCC1)C1=CC2=C(C=N1)C(=NN2C)C=2C(=C(C(=C(C2)C(F)(F)F)F)O)F